COC1=C(C=C2C(=NC=NC2=C1)C1=CC=C(C=C1)NC(CC1=CC=C(C=C1)C(F)(F)F)=O)OC1OCCC1 N-(4-(7-methoxy-6-((tetrahydrofuran-2-yl)oxy)quinazolin-4-yl)phenyl)-2-(4-(trifluoromethyl)phenyl)acetamide